FC1([C@H](C1)C(=O)NC=1N=CC2=CC(=NC=C2C1)C=1C=NC(=CC1C)C(CC)([2H])O)F (R)-2,2-difluoro-N-(7-(6-(1-hydroxypropyl-1-d)-4-methylpyridin-3-yl)-2,6-naphthyridin-3-yl)cyclopropane-1-carboxamide